C(C)(C)C1=C(NC2=CC=C(C=C12)C1CCN(CC1)C1COC1)C=1C=C(C=2N(C1)C=CN2)OC 6-(3-isopropyl-5-(1-(oxetan-3-yl)piperidin-4-yl)-1H-indol-2-yl)-8-methoxyimidazo[1,2-a]pyridine